C(C)(C)N(P(OCCC#N)OC(CSCC([2H])([2H])P(=O)(OC)OC)([2H])[2H])C(C)C 2-cyanoethyl (2-((2-(dimethoxy phosphoryl)ethyl-2,2-d2)thio)ethyl-1,1-d2) diisopropylphosphoramidite